C(C1=CC=CC=C1)OC1=C(C(=NC(=C1)Cl)C)CC(=O)O 2-(4-benzyloxy-6-chloro-2-methyl-3-pyridyl)acetic acid